6,6,9-Trimethyl-3-pentyl-7,8,9,10-tetrahydrobenzo[c]chromen-1-ol CC1(OC=2C=C(C=C(C2C2=C1CCC(C2)C)O)CCCCC)C